BrC=1C=NN2C1OCC(C2)NC(OC(C)(C)C)=O tert-butyl (3-bromo-6,7-dihydro-5H-pyrazolo[5,1-b][1,3]oxazin-6-yl)carbamate